4-chloro-6-methoxy-7-(3-(pyrrolidin-1-yl)propoxy)quinoline ClC1=CC=NC2=CC(=C(C=C12)OC)OCCCN1CCCC1